(R)-1-amino-2-methyl-1-(4-(((S)-2-methylpentyl)oxy)phenyl)propan-2-ol N[C@@H](C(C)(O)C)C1=CC=C(C=C1)OC[C@H](CCC)C